C1(=CC=CC=C1)C1=CN=C2N1C=C(C=C2)NC2COCC2 3-phenyl-N-(tetrahydrofuran-3-yl)imidazo[1,2-a]pyridin-6-amine